5-{1-fluoro-3-hydroxy-7-[1-(oxolane-3-sulfonyl)-2,5-dihydro-1H-pyrrol-3-yl]naphthalen-2-yl}-1λ6,2,5-thiadiazolidine-1,1,3-trione FC1=C(C(=CC2=CC=C(C=C12)C=1CN(CC1)S(=O)(=O)C1COCC1)O)N1CC(NS1(=O)=O)=O